Ethyl 5-(((1R)-1-(2-(azidomethyl)-4,5-difluoro-2-methyl-2,3-dihydrobenzofuran-7-yl)ethyl)amino)pyrazolo[1,5-a]pyrimidine-3-carboxylate N(=[N+]=[N-])CC1(OC2=C(C1)C(=C(C=C2[C@@H](C)NC2=NC=1N(C=C2)N=CC1C(=O)OCC)F)F)C